ClC1=C(C=CC(=C1)I)NC([C@H]([C@@H](C)C1=CC=CC=C1)N1C(N[C@@H](C1=O)C1=CC=C(C=C1)OC[C@@H](CO)O)=O)=O (2s,3s)-N-(2-chloro-4-iodo-phenyl)-2-{(R)-4-[4-((R)-2,3-dihydroxy-propoxy)-phenyl]-2,5-dioxo-imidazolin-1-yl}-3-phenyl-butyramide